C(C)OP(OCC)(=O)CC1=C(C=C(C(=C1)F)Br)F (4-bromo-2,5-difluorobenzyl)phosphonic acid diethyl ester